5-((2-amino-3-chloropyridin-4-yl)thio)-N2-(4-amino-4-methylcyclohexyl)pyrazine-2,6-diamine NC1=NC=CC(=C1Cl)SC=1N=CC(=NC1N)NC1CCC(CC1)(C)N